3-amino-5-fluoro-1H-pyrazole NC1=NNC(=C1)F